CC1(CCC(CC1)C1=CC=C(NCCCCN2CCCC2)C=C1)C 4-(4,4-dimethylcyclohexyl)-N-(4-(pyrrolidin-1-yl)butyl)aniline